N-(5-Fluorothiazol-2-yl)-6-methyl-7,8-dihydro-6H-cyclopenta[e][1,2,4]triazolo[4,3-a]pyridine-4-carboxamide FC1=CN=C(S1)NC(=O)C=1C=2N(C3=C(C1)C(CC3)C)C=NN2